N=1C=NN2C1C(=CC=C2)C=2NC1=CC=C(C=C1C2C(C)C)C2CCN(CC2)CC(C)(O)C 1-(4-(2-([1,2,4]triazolo[1,5-a]pyridin-8-yl)-3-isopropyl-1H-indol-5-yl)piperidin-1-yl)-2-methylpropan-2-ol